(E)-(2-chlorostyryl)(imino)(4-methoxypyridin-2-yl)-λ6-sulfanone ClC1=C(/C=C/S(=O)(C2=NC=CC(=C2)OC)=N)C=CC=C1